C(C)(C)(C)OC(=O)N1CCN(CC1)C1=NN2C(=NC(=CC2=O)OS(=O)(=O)C2=CC=C(C)C=C2)S1 4-(5-keto-7-tosyloxy-[1,3,4]thiadiazolo[3,2-a]pyrimidin-2-yl)piperazine-1-carboxylic acid tert-butyl ester